(E)-N-(3,4-dimethoxyphenyl)-3-(2-(6-methoxy-3-pyridinyl)-4-morpholinyl-6-thieno[3,2-d]pyrimidinyl)acrylamide COC=1C=C(C=CC1OC)NC(\C=C\C1=CC=2N=C(N=C(C2S1)N1CCOCC1)C=1C=NC(=CC1)OC)=O